O1CC(C1)N1C2CC(C(C1)C2)N2N=CC(=C2)C2=NC1=CC=CC=C1N=C2 2-(1-(2-(oxetan-3-yl)-2-azabicyclo[2.2.1]Heptan-5-yl)-1H-pyrazol-4-yl)quinoxaline